C1N(CC2=CC=CC=C12)C=1N=C2N(C(C1C#N)=O)C=C(C=C2[C@H](C)NC2=CC=CC=C2)C (S)-2-(isoindolin-2-yl)-7-methyl-4-oxo-9-(1-(phenylamino)ethyl)-4H-pyrido[1,2-a]pyrimidine-3-carbonitrile